2-(4-bromo-2-oxopyridin-1(2H)-yl)-4-chlorobenzoic acid methyl ester COC(C1=C(C=C(C=C1)Cl)N1C(C=C(C=C1)Br)=O)=O